CC1=CC=C(OC2=CC=CC(=N2)S(=O)(=O)NC(=O)C=2C(=NC=CC2)N2C(CC(C2)C)(C)C)C=C1 N-[[6-(4-Methylphenoxy)-2-pyridyl]sulfonyl]-2-(2,2,4-trimethylpyrrolidin-1-yl)pyridin-3-carboxamid